C(CCCCC\C=C/C\C=C/CCCCC)C(C(=O)OC)C(CCCCCCC\C=C/C\C=C/CCCCC)=O methyl (11Z,14Z)-2-((7Z,10Z)-hexadeca-7,10-dien-1-yl)-3-oxoicosa-11,14-dienoate